BrC1=CC(=C2C=NN(C2=C1)C=1C=C(C=CC1)C)F 6-bromo-4-fluoro-1-(m-tolyl)-1H-indazole